3-(4-(N-(4-(4-((4'-chloro-4,4-dimethyl-3,4,5,6-tetrahydro-[1,1'-biphenyl]-2-yl)methyl)piperazin-1-yl)benzoyl)sulfamoyl)phenyl)propanoic acid ClC1=CC=C(C=C1)C1=C(CC(CC1)(C)C)CN1CCN(CC1)C1=CC=C(C(=O)NS(=O)(=O)C2=CC=C(C=C2)CCC(=O)O)C=C1